benzene-1,2,3-tricarboxaldehyde C1(=C(C(=CC=C1)C=O)C=O)C=O